6-((2,6-dimethyl-pyrimidin-4-yl)amino)-N-ethoxy-4-((4-isopropyl-2-(N-methyl-methanesulfonamido)phenyl)-amino)nicotinamide CC1=NC(=CC(=N1)NC1=NC=C(C(=O)NOCC)C(=C1)NC1=C(C=C(C=C1)C(C)C)N(S(=O)(=O)C)C)C